[Si](C)(C)(C(C)(C)C)O[C@@H]1COCC[C@H]1NC1=NC=C(C(=C1)C1=C(C(=NS1)C1CCN(CC1)C(=O)OC(C)(C)C)C)Cl tert-butyl 4-(5-(2-(((3S,4R)-3-((tert-butyldimethylsilyl)oxy)tetrahydro-2H-pyran-4-yl)amino)-5-chloropyridin-4-yl)-4-methylisothiazol-3-yl)piperidine-1-carboxylate